(5E)-5-Benzylidene-2,2-dimethyl-N-pentyl-4-(1-piperidyl)piperidine-1-carboxamide C(/C1=CC=CC=C1)=C/1\C(CC(N(C1)C(=O)NCCCCC)(C)C)N1CCCCC1